N-(di-p-tolylmethyl)-2-oxo-6-(trifluoromethyl)-1,2-dihydropyridine-3-carboxamide C1(=CC=C(C=C1)C(NC(=O)C=1C(NC(=CC1)C(F)(F)F)=O)C1=CC=C(C=C1)C)C